FC(C=1C=CC(=NC1)CN[C@@H]1CCCC2=CC=CC=C12)(F)F (R)-N-((5-(trifluoromethyl)pyridin-2-yl)methyl)-1,2,3,4-tetrahydronaphthalen-1-amine